C(C)(C)OC(C(CC(=O)[O-])=O)CCOCCCCCCCC\C=C/CCCCCCCC monoisopropoxymono-oleoxyethylacetoacetate